[Al].C(C)C(C(=O)O)CCCC.C(C)C(C(=O)O)CCCC bis(2-ethylhexanoic acid) aluminum